C1(CCCCC1)NCCCNC(=NC1CCCCC1)NC1CCCCC1 1-(3-Cyclohexylaminopropyl)-2,3-dicyclohexylguanidine